tert-butyl (3R,4R)-3-(((benzyloxy)carbonyl)(methyl)amino)-4-ethylpyrrolidine-1-carboxylate C(C1=CC=CC=C1)OC(=O)N([C@H]1CN(C[C@H]1CC)C(=O)OC(C)(C)C)C